FC=1C=C(C=C(C1OCCC)F)B(O)O 3,5-difluoro-4-propoxyphenylboronic acid